C(C)(C)C1=CNC2=CC=C(C=C12)OC1CNCC1 3-isopropyl-5-(pyrrolidin-3-yloxy)-1H-indole